2-(3-(Dimethylamino)propoxy)-5-(3'-methyl-2'-oxo-2',3'-dihydrospiro[cyclobutane-1,1'-pyrrolo[2,3-c]quinolin]-8'-ylpyridin-3-yl)-3,4-dihydroquinoline-1(2H)-sulfonamide CN(CCCOC1N(C2=CC=CC(=C2CC1)C=1C(=NC=CC1)C1=CC=2C3=C(C=NC2C=C1)N(C(C31CCC1)=O)C)S(=O)(=O)N)C